Methyl 4-(2-amino-9-((2R,3R,4R,SR)-3,4-dihydroxy-5-(hydroxymethyl)tetrahydrofuran-2-yl)-6,8-dioxo-1,6,8,9-tetrahydro-7H-purin-7-yl)butanoate NC=1NC(C=2N(C(N(C2N1)[C@@H]1O[C@H]([C@@H]([C@H]1O)O)CO)=O)CCCC(=O)OC)=O |&1:12|